C(#N)C=1C(=CC(=NC1)NC(=O)N1CCCC2=CC(=C(N=C12)C=O)CN1C([C@H](CC1)OC)=C=O)OCCOC (S)-N-(5-cyano-4-(2-methoxyethoxy)pyridin-2-yl)-7-formyl-6-((3-methoxy-2-carbonylpyrrolidin-1-yl)methyl)-3,4-dihydro-1,8-naphthyridine-1(2H)-carboxamide